N,N-diethyl-3,3-difluorocycloocta-1-en-1-amine oxide C(C)[N+](C1=CC(CCCCC1)(F)F)(CC)[O-]